4-(1-(3-(4-(4-(2,6-Dioxopiperidin-3-yl)phenyl)-[1,4'-bipiperidin]-1'-yl)propyl)-piperidin-4-yl)-2-((S)-1-(3-ethoxy-4-methoxyphenyl)-2-(methylsulfonyl)ethyl)isoindoline-1,3-dione O=C1NC(CCC1C1=CC=C(C=C1)C1CCN(CC1)C1CCN(CC1)CCCN1CCC(CC1)C1=C2C(N(C(C2=CC=C1)=O)[C@H](CS(=O)(=O)C)C1=CC(=C(C=C1)OC)OCC)=O)=O